N[C@H]1CS(C2=C(N(C1=O)CC1=CC=C(C=C1)Cl)C=C(C(=C2)F)C2=NN=C(O2)C(C#N)C)(=O)=O 2-[5-[(3R)-3-amino-5-[(4-chlorophenyl)methyl]-8-fluoro-1,1,4-trioxo-2,3-dihydro-1λ6,5-benzothiazepin-7-yl]-1,3,4-oxadiazol-2-yl]propanenitrile